C(C#CC)O[C@H]1CO[C@H]2[C@@H]1OC[C@@H]2OC2=C(C=C(C=C2)C=2SC(=C(N2)C)C(=O)O)N2N=NN=C2 2-(4-{[(3S,3aR,6S,6aR)-6-(but-2-yn-1-yloxy)hexahydrofuro[3,2-b]furan-3-yl]oxy}-3-(1H-tetrazol-1-yl)phenyl)-4-methylthiazole-5-carboxylic acid